3-(1-oxo-5-(1-(2-(trifluoro-methoxy)benzyl)piperidin-4-yl)isoindolin-2-yl)piperidine-2,6-dione O=C1N(CC2=CC(=CC=C12)C1CCN(CC1)CC1=C(C=CC=C1)OC(F)(F)F)C1C(NC(CC1)=O)=O